N-arachidonoyl-glutamine C(CCC\C=C/C\C=C/C\C=C/C\C=C/CCCCC)(=O)N[C@@H](CCC(N)=O)C(=O)O